FC=1C=C2C(=NN(C2=CC1)COCC[Si](C)(C)C)CCO 2-(5-fluoro-1-((2-(trimethylsilyl)ethoxy)methyl)-1H-indazol-3-yl)ethan-1-ol